(R)-8-(1-aminoethyl)-6-fluoro-2-morpholinoquinazolin-4(3H)-one N[C@H](C)C=1C=C(C=C2C(NC(=NC12)N1CCOCC1)=O)F